ClC1=NC=CC(=C1C(F)F)I 2-chloro-3-(difluoromethyl)-4-iodopyridine